O1CCN(CC1)C(C)S(=O)(=O)N morpholinoethane-1-sulfonamide